N1NC(CC12CCCCC2)=O diazaspiro[4.5]decan-3-one